(S)-N-((R)-2-(3-chloro-4-fluorophenoxy)-1-(3-chloro-4-fluorophenyl)ethyl)-2-oxooxazolidine-5-carboxamide ClC=1C=C(OC[C@@H](C2=CC(=C(C=C2)F)Cl)NC(=O)[C@@H]2CNC(O2)=O)C=CC1F